O1C=CC2=C1C(=CC=C2)C2(CC2)NC(C2=C(C=CC(=C2)OCCN(C)C)C)=O N-(1-(Benzofuran-7-yl)cyclopropyl)-5-(2-(dimethylamino)ethoxy)-2-methylbenzamide